C(#N)C[C@H](CN1C(=CC=C1)C(=O)O)OC1OCCCC1 1-((2R)-3-cyano-2-((tetrahydro-2H-pyran-2-yl)oxy)propyl)-1H-pyrrole-2-carboxylic acid